[N+](=[N-])=CC(CC[C@@H](C(=O)OC(C)C)NC([C@@H](O)C=1OC=CC1)=O)=O isopropyl (S)-6-diazo-2-((S)-2-(furan-2-yl)-2-hydroxyacetamido)-5-oxohexanoate